C(C)OC1=C(C=CC=C1)S(=O)(=O)NC(=O)C=1OC2=C(C1)C=CC(=C2)N2CC(C2)(C)F N-(2-Ethoxybenzene-1-sulfonyl)-6-(3-fluoro-3-methylazetidin-1-yl)-1-benzofuran-2-carboxamide